ClC1=C2C3=C(N=CN=C3C(=C1C1=C(C=CC=3NC=NC31)C)F)N3[C@H](CO2)CN([C@@H](C3)C)C(C=C)=O 1-[(8aS,11R)-6-chloro-4-fluoro-11-methyl-5-(5-methyl-1H-benzimidazol-4-yl)-8a,9,11,12-tetrahydropyrazino[2',1':3,4][1,4]oxazepino[5,6,7-de]quinazolin-10(8H)-yl]prop-2-en-1-one